SC1=CC=CC=2C3=CC=CC=C3CC12 mercapto-fluorene